[Ni].C1(=CC=CC=C1)P(CCCN=C(C(C)=NCCCP(C1=CC=CC=C1)C1=CC=CC=C1)C)C1=CC=CC=C1 3-[3-(3-diphenylphosphinopropylimino)but-2-ylideneamino]propyl-diphenylphosphine nickel